(4-bromophenyl)(phenyl)iodonium tetrafluoroborate F[B-](F)(F)F.BrC1=CC=C(C=C1)[I+]C1=CC=CC=C1